2-(((S)-1-(2-Chlorophenyl)-2-((3,3-difluorocyclobutyl)amino)-2-oxoethyl)(3-fluorophenyl)carbamoyl)-4-hydroxypyrrolidine ClC1=C(C=CC=C1)[C@@H](C(=O)NC1CC(C1)(F)F)N(C(=O)C1NCC(C1)O)C1=CC(=CC=C1)F